CC1=NC(C2=C(N1)CN(CC2)C(=O)OC(C)(C)C)=O tert-butyl 2-methyl-4-oxo-4,5,6,8-tetrahydropyrido[3,4-d]pyrimidine-7(1H)-carboxylate